C1CC2CCC1C2 1,4-endo-methylenecyclohexane